methyl 7-cyano-2-(3-iodophenyl)-2,7-dimethyloctanoate C(#N)C(CCCCC(C(=O)OC)(C)C1=CC(=CC=C1)I)(C)C